FC(C1=NN(C(=C1)C)C1=C(C=CC(=C1)C=1C=NN2C1N=CC(=C2)NC=2N=NC(=CC2)C)C(C)O)F 1-[2-[3-(Difluoromethyl)-5-methyl-pyrazol-1-yl]-4-[6-[(6-methylpyridazin-3-yl)amino]pyrazolo[1,5-a]pyrimidin-3-yl]phenyl]ethanol